ClC1=C(C=CC=C1C1=C(C(=NC=C1)C1=CC(=C(C=C1)CNC[C@H](C)O)OC)Cl)C1=CC=C(C(=N1)OC)CNC1CCN(CC1)C(CCOC)=O (S)-1-(4-(((6-(2-Chloro-3-(3-chloro-2-(4-(((2-hydroxypropyl)amino)methyl)-3-methoxyphenyl)pyridin-4-yl)phenyl)-2-methoxypyridin-3-yl)methyl)amino)piperidin-1-yl)-3-methoxypropan-1-one